C(C)OC(C1[C@](C=CC=C1)(N1C(NC(C=C1)=O)=O)O[C@H](COC(C1=CC=CC=C1)(C1=CC=C(C=C1)OC)C1=CC=C(C=C1)OC)CO[Si](C)(C)C(C)(C)C)=O (2R)-2-{[(2R)-1-[bis(4-methoxyphenyl)(phenyl)methoxy]-3-[(tert-butyldimethylsilyl)oxy]prop-2-yl]oxy}-2-(2,4-dioxo-3H-pyrimidin-1-yl)benzoic acid ethyl ester